FC(C1=NN(C=C1S(=O)(=O)C(C)(C)C1CCN(CC1)C(=O)NC1=CN=NC=C1)C)F 4-(2-((3-(difluoro-methyl)-1-methyl-1H-pyrazol-4-yl)sulfonyl)propan-2-yl)-N-(pyridazin-4-yl)piperidine-1-carboxamide